C(C=C)(=O)OCC(C(CC)C)(C)C 2,2,3-trimethyl-1-pentyl acrylate